benzyl ((3-(3-(2-chlorophenyl)-1-(tetrahydro-2H-pyran-2-yl)-1H-pyrazolo[3,4-b]pyrazin-6-yl)-7-(4-methylthiazol-2-yl)-3-azabicyclo[4.1.0]heptan-7-yl)methyl)carbamate ClC1=C(C=CC=C1)C1=NN(C2=NC(=CN=C21)N2CC1C(C1CC2)(C=2SC=C(N2)C)CNC(OCC2=CC=CC=C2)=O)C2OCCCC2